Acrylic acid 2-octoxyethyl ester C(CCCCCCC)OCCOC(C=C)=O